C1(CCCC1)NC1=NC=NC2=C1SC=1N=NC(=C(C12)C)C(F)F N-cyclopentyl-3-(difluoromethyl)-4-methylpyrimido[4',5':4,5]thieno[2,3-c]pyridazin-8-amine